CN1C=NC2=CC=CC=C2C1=O 3-methyl-4-oxo-quinazolin